C(C1=CC=CC=C1)C(O)(C)C BENZYLDIMETHYLCARBINOL